methyl 4-(propan-1-yn-1-yl)-1H-indazole-7-Carboxylate C(#CC)C1=C2C=NNC2=C(C=C1)C(=O)OC